O(C1=CC=CC=C1)C[C@H]1N(CCC1)C1=C2C(=NC=C1)NC=C2 4-[(2S)-2-(phenoxymethyl)pyrrolidin-1-yl]-1H-pyrrolo[2,3-b]pyridine